O[C@H](C)CO (R)-oxaprop-2-ylmethanol